5,6-diphenyl-2-methyl-pyrazin C1(=CC=CC=C1)C=1N=CC(=NC1C1=CC=CC=C1)C